2-fluoro-5-(4,4,5,5-tetramethyl-1,3,2-dioxaborolan-2-yl)pyridine FC1=NC=C(C=C1)B1OC(C(O1)(C)C)(C)C